Tert-butyl(7-methyl-6-(4-(3-methyltetrahydrofuran-3-yl)piperazin-1-yl)isoquinolin-3-yl)carbamate C(C)(C)(C)OC(NC=1N=CC2=CC(=C(C=C2C1)N1CCN(CC1)C1(COCC1)C)C)=O